O1C(OCC1)C1=CC=C(S1)C1=NOC(=N1)C(F)(F)F 3-[5-(1,3-dioxolane-2-yl)thiophene-2-yl]5-(trifluoromethyl)-1,2,4-oxadiazole